COC1=NC=CC(=N1)N1CC2CCC(C1)C2C(=O)N2N=CCC2C2=CC=CC=C2 (3-(2-methoxypyrimidin-4-yl)-3-azabicyclo[3.2.1]oct-8-yl)(5-phenyl-4,5-dihydro-1H-pyrazol-1-yl)methanone